[Cl-].C(=O)(O)C1(CC2=CC(=CC=C2CC1)OC=1C=C(C=CC1)C1=CC(=CC=C1)C(F)(F)F)[NH3+] 2-Carboxy-7-((3'-(trifluoromethyl)-[1,1'-biphenyl]-3-yl)oxy)-1,2,3,4-tetrahydronaphthalene-2-aminium chloride